COC=1C=C(C(=C)C(F)(F)F)C=C(C1OC)OC 3,4,5-trimethoxy-α-trifluoromethyl-styrene